NC(CC(=O)O)C(=O)NC(CO)CC1=CC=CC=C1 3-amino-4-[(1-hydroxy-3-phenylpropane-2-yl)amino]-4-oxobutanoic acid